2-amino-4-methyl-5-(4-(morpholinomethyl)phenyl)-N-(tetrahydro-2H-pyran-4-yl)nicotinamide NC1=C(C(=O)NC2CCOCC2)C(=C(C=N1)C1=CC=C(C=C1)CN1CCOCC1)C